1-(1H-indol-1-yl)-2,2-dimethylpropan-1-one N1(C=CC2=CC=CC=C12)C(C(C)(C)C)=O